Methyl (S)-(1-hydroxypropan-2-yl)carbamate OC[C@H](C)NC(OC)=O